C(C1=CC=CC=C1)OC(=O)N1CCN(CC1)CCOCCC(=O)OC(C)(C)C.[N+](=O)([O-])C1=C(OCCCCCCCC)C=CC=C1 1-(2-nitrophenoxy)octane benzyl-4-[2-(3-tert-butoxy-3-oxo-propoxy)ethyl]piperazine-1-carboxylate